N-(1-ethylpiperidin-4-yl)-2-[1-(pyridazin-3-yl)-1H-pyrazol-4-yl]-1,3-thiazole-4-carboxamide C(C)N1CCC(CC1)NC(=O)C=1N=C(SC1)C=1C=NN(C1)C=1N=NC=CC1